C(C)(C)(C)OC(=O)N1CCC(CC1)S(=O)(=O)C1=CC(=C(C=C1)NC=1N=CC2=C(N1)N(C(C(=C2)Cl)=O)C2CCCC21CC1)C Tert-butyl-4-[4-[(6-chloro-7-oxo-8-spiro[2.4]heptan-7-yl-pyrido[2,3-d]pyrimidin-2-yl)amino]-3-methyl-phenyl]sulfonylpiperidine-1-carboxylate